3-(4-bromophenyl)-1-(2,3,4-trihydroxyphenyl)prop-2-en-1-one BrC1=CC=C(C=C1)C=CC(=O)C1=C(C(=C(C=C1)O)O)O